4-(3-Amino-6-(2-hydroxyphenyl)pyridazin-4-yl)-5,6-dimethylmorpholin NC=1N=NC(=CC1N1CCOC(C1C)C)C1=C(C=CC=C1)O